C(C)(C)(C)OC(=O)N1C(=CC=CC=C1)N1CC2=C(C3=C(N=CN=C3Cl)N2CC1)Br (5-bromo-4-chloro-8,9-dihydropyrazino[1',2':1,5]pyrrolo[2,3-d]pyrimidin-7(6H)-yl)azepine-1-carboxylic acid tert-butyl ester